C1(CCC1)OC1=NC=CC(=C1)C 2-(Cyclobutoxy)-4-methyl-pyridine